OP(O)(=O)OP(=O)(O)O.P(=O)(O)(O)O.O=C[C@H](O)[C@H](O)[C@H](O)CO Ribose Phosphate Pyrophosphate